1-[2-[(3R)-2,6-dioxo-3-piperidyl]-1-oxo-isoindolin-5-yl]Azetidine-3-Formaldehyde O=C1NC(CC[C@H]1N1C(C2=CC=C(C=C2C1)N1CC(C1)C=O)=O)=O